tert-butyl 4-(triazol-1-ylsulfonyl)piperazine-1-carboxylate N1(N=NC=C1)S(=O)(=O)N1CCN(CC1)C(=O)OC(C)(C)C